C(#N)C1(CC1)CN1N=CC(=C1)S(=O)(=O)NC=1C=CC(=C2C(=CNC12)C#N)C 1-[(1-Cyanocyclopropyl)methyl]-N-(3-cyano-4-methyl-1H-indol-7-yl)pyrazol-4-sulfonamid